p-hydroxybenzenesulfonic acid sodium salt [Na+].OC1=CC=C(C=C1)S(=O)(=O)[O-]